[N+](=O)([O-])C=1C=C(C(=O)NC2=C(OC3=C(C(C(=O)O)=CC=C3)C(=O)O)C=CC=C2)C=CC1 2-[(3-nitrobenzoyl)amino]phenoxylphthalic acid